FS(=O)(=O)N1C(CCC1)C1=NC2=C(C=C(C=C2C(N1C)=O)C)C(C)NC1=C(C(=O)O)C=CC=C1 2-[1-[2-(1-fluorosulfonylpyrrolidin-2-yl)-3,6-dimethyl-4-oxoquinazolin-8-yl]ethyl-amino]benzoic acid